C(C)N1C2=C([C@@H]([C@@H](C1=O)NC(C1=CC(=CC=C1)C)=O)C1=CC=C(C=C1)F)C(=NN2C2=CC=CC=C2)C N-[(4S,5S)-7-ethyl-4-(4-fluorophenyl)-3-methyl-6-oxo-1-phenyl-1H,4H,5H,6H,7H-pyrazolo[3,4-b]pyridin-5-yl]-3-methylbenzamide